ethyl (3S)-3-amino-3-{4,5-difluoro-2'-hydroxy-6'-methyl-[1,1'-biphenyl]-3-yl}propanoate hydrochloride Cl.N[C@@H](CC(=O)OCC)C=1C=C(C=C(C1F)F)C1=C(C=CC=C1C)O